2-(Piperazin-1-yl)pyrimidine-5-carbonitrile N1(CCNCC1)C1=NC=C(C=N1)C#N